BrC1=CC2=C(NC(=N2)NC2=CC(=C3C=CNC3=C2)Cl)C=C1 5-bromo-N-(4-chloro-1H-indol-6-yl)-1H-benzo[d]imidazol-2-amine